2,4-dimethoxybenzyl (1S,2r)-2-((S)-5-chloro-8-hydroxy-1-((3-oxomorpholino) methyl)-1,2,3,4-tetrahydroisoquinoline-2-carbonyl)-1-methylcyclohexane-1-carboxylate ClC1=C2CCN([C@@H](C2=C(C=C1)O)CN1C(COCC1)=O)C(=O)[C@H]1[C@](CCCC1)(C(=O)OCC1=C(C=C(C=C1)OC)OC)C